N1=CC=C(C=C1)C1=CN=C2C(=N1)N(C=N2)C(C)C=2C=C1C=CC=NC1=CC2 6-(1-(6-(4-pyridyl)-1H-imidazo[4,5-b]pyrazin-1-yl)ethyl)quinoline